4-[2-[4-(2,3-Dimethylphenyl)-1-piperazinyl]ethoxy]benzenesulfonamide CC1=C(C=CC=C1C)N1CCN(CC1)CCOC1=CC=C(C=C1)S(=O)(=O)N